2,3-dihydropyrrolo[3',2':5,6]pyrido[2,3-b][1,4]thiazin N1=C2C(SCC1)=NC=1C(=C2)C=CN1